ClC=1C(=NC=CC1C1=NC(=C(C=C1)CNC[C@H]1CCC(N1)=O)OC)C1=C(C(=CC=C1)NC1=NC=CC(=C1F)CN1C[C@H](CC1)O)C (R)-5-((((3'-chloro-2'-(3-((3-fluoro-4-(((S)-3-hydroxypyrrolidin-1-yl)methyl)pyridin-2-yl)amino)-2-methylphenyl)-6-methoxy-[2,4'-bipyridin]-5-yl)methyl)amino)methyl)pyrrolidin-2-one